4-methyl-N'-(1,4-dioxaspiro[4.5]decan-8-ylidene)benzenesulfonohydrazide CC1=CC=C(C=C1)S(=O)(=O)NN=C1CCC2(OCCO2)CC1